C(C)C=1C(NC=2C=C(C=NC2C1)CN1CCN(CC1)C1=C(C=C(C(=O)NCC2(CC2)O)C=C1)F)=O 4-(4-((7-ethyl-6-oxo-5,6-dihydro-1,5-naphthyridin-3-yl)methyl)piperazin-1-yl)-3-fluoro-N-((1-hydroxycyclopropyl)methyl)benzamide